tert-Butyl N-[6-(4-amino-4-methylpiperidin-1-yl)-5-cyano-3-(2,3-dichlorophenyl)pyrazin-2-yl]carbamate NC1(CCN(CC1)C1=C(N=C(C(=N1)NC(OC(C)(C)C)=O)C1=C(C(=CC=C1)Cl)Cl)C#N)C